2,2',3,3',4,4',5,5',6-Nonabromobiphenyl BrC1=C(C(=C(C(=C1Br)Br)Br)Br)C1=C(C(=C(C(=C1)Br)Br)Br)Br